1-(3-bromobenzyl)-N3-(4-bromophenyl)-1H-1,2,4-triazole-3,5-diamine BrC=1C=C(CN2N=C(N=C2N)NC2=CC=C(C=C2)Br)C=CC1